ClC=1C=C(C=NC1N1N=CC=N1)NC(=O)[C@@H]1CC2(CC2)C2=C1C=NC=1N2N=C(C1)F (R)-N-(5-chloro-6-(2H-1,2,3-triazol-2-yl)pyridin-3-yl)-2-fluoro-6,7-dihydrospiro[cyclopenta[e]pyrazolo[1,5-a]pyrimidine-8,1'-cyclopropane]-6-carboxamide